CC1=CNC=2N=CN=C(C21)N2CCSC(=C2)C(=O)NC([C@@H]2NCCC2)C2=CC=CC=C2 4-(5-methyl-7H-pyrrolo[2,3-d]pyrimidin-4-yl)-N-(phenyl((R)-pyrrolidin-2-yl)methyl)-3,4-dihydro-2H-1,4-thiazine-6-carboxamide